(3,3-difluorocyclopentyl)methanamine hydrochloride Cl.FC1(CC(CC1)CN)F